NC1=NC2=CC(=CC=C2C=C1)CN(C(=O)C=1C=NC=CC1)[C@@H]1CCCC=2C=CC=NC12 |r| rac-N-[(2-aminoquinolin-7-yl)methyl]-N-[5,6,7,8-tetrahydroquinolin-8-yl]pyridine-3-carboxamide